BrC=1C=C2C(=C(N1)C(=O)OC)OCCC2=O methyl 6-bromo-4-oxo-3,4-dihydro-2H-pyrano[2,3-c]pyridine-8-carboxylate